1-(4-chlorophenyl)-1H-imidazole-4-carbaldehyde ClC1=CC=C(C=C1)N1C=NC(=C1)C=O